CC1(OB(OC1(C)C)C=1C=C(C=NC1)C(=O)N)C 5-(4,4,5,5-tetramethyl-1,3,2-dioxaborolan-2-yl)pyridine-3-carboxamide